1-methyl-6-oxo-4-(trifluoromethyl)-1,6-dihydropyridine-3-carboxamide CN1C=C(C(=CC1=O)C(F)(F)F)C(=O)N